C1(CC1)C(N1C=CC2=CC=CC(=C12)C)C1=NC=NC=C1C N-(cyclopropyl(5-methylpyrimidin-4-yl)methyl)-7-methyl-1H-indole